5-(2-(diisopropylcarbamoyl)-4-fluorophenoxy)pyrimidine 1-oxide C(C)(C)N(C(=O)C1=C(OC=2C=NC=[N+](C2)[O-])C=CC(=C1)F)C(C)C